C1(=CC=CC=C1)C1=CC=C2C=CC=C3C=4C=C5C(=CC4C1=C32)C=CC=C5 phenylbenzo[k]fluoranthene